CC1=C(C=C(C=C1)NC(N)=O)N1CCCC1 3-(4-methyl-3-(pyrrolidin-1-yl)phenyl)urea